8-((4-hydroxybutyl)(6-(((nonyloxy)carbonyl)oxy)hexyl)amino)octanoic acid heptadec-9-yl ester CCCCCCCCC(CCCCCCCC)OC(CCCCCCCN(CCCCCCOC(=O)OCCCCCCCCC)CCCCO)=O